FC1=C(C=CC(=C1)F)NC(CCN1C(C=2C(C=3C=CC(=CC13)F)=NN(C2)C)=O)=O N-(2,4-Difluorophenyl)-3-(7-fluoro-2-methyl-4-oxo-pyrazolo[4,3-c]quinolin-5-yl)propanamide